4-{[1,2,4]triazolo[1,5-c]pyrimidin-5-yl}benzonitrile N=1C=NN2C(=NC=CC21)C2=CC=C(C#N)C=C2